2-(2-(ethylthio)-7-(4-fluorophenyl)pyrazolo[1,5-a]pyrimidin-3-yl)-3-methyl-6-(trifluoromethyl)-3H-imidazo[4,5-b]pyridine C(C)SC1=NN2C(N=CC=C2C2=CC=C(C=C2)F)=C1C1=NC=2C(=NC=C(C2)C(F)(F)F)N1C